C(C)[C@@H]1N(C[C@H](N(C1)C(C)C1=C(C=C(C=C1)F)CC)CC)C=1C=2C(N(C(C1)=O)C)=CN(N2)CC#N (7-((2S,5R)-2,5-diethyl-4-(1-(2-ethyl-4-fluorophenyl)ethyl)piperazin-1-yl)-4-methyl-5-oxo-4,5-dihydro-2H-pyrazolo[4,3-b]pyridin-2-yl)acetonitrile